3-(tert-butyl)pentane-2,4-diol C(C)(C)(C)C(C(C)O)C(C)O